O[C@H]1CN(CC1)C(=O)C1=CC2=C(NC(=N2)C2=CC(=CC=C2)C2(COC2)CC2=NN=CN2C)C(=C1)C(F)(F)F (R)-(3-Hydroxypyrrolidin-1-yl)(2-(3-(3-((4-methyl-4H-1,2,4-triazol-3-yl)methyl)oxetan-3-yl)phenyl)-7-(trifluoromethyl)-1H-benzo[d]imidazol-5-yl)methanone